7-(trifluoromethyl)-1,2,3,4-tetrahydroisoquinoline FC(C1=CC=C2CCNCC2=C1)(F)F